(4R)-6-chloro-4-methyl-1,2,3,4-tetrahydro-2,7-naphthyridine ClC=1C=C2[C@H](CNCC2=CN1)C